FC1=C2C=CC(N3C2=C(C(=C1)OCOC)CC3)=O 7-fluoro-9-(methoxymethyloxy)-1,2-dihydro-4H-pyrrolo[3,2,1-ij]quinolin-4-one